S(=O)(=O)([O-])NC=1C=C(C=CC1)[S-].[Na+].[Na+] Disodium [3-(sulfonatoamino)phenyl]sulfanide